2-[2-(dimethylamino)ethyl]-2,3-dihydro-1H-indene CN(CCC1CC2=CC=CC=C2C1)C